OB1OCC2=C1C(=C(C=C2)C(=O)N[C@@H](C(C)C)C(=O)OCC2=NC(=CC=C2)C#N)C (6-cyanopyridin-2-yl)methyl (1-hydroxy-7-methyl-1,3-dihydrobenzo[c][1,2]oxaborole-6-carbonyl)-L-valinate